C(#N)C[C@@H]1N(CCN(C1)C1=NC(=NC(=C1[N+](=O)[O-])CC1(CCCC2=CC=CC=C12)C(=O)OC)OC=1C(=NC=CC1)CC)C(=O)[O-] (2S)-2-(cyanomethyl)-4-(2-((2-ethylpyridin-3-yl)oxy)-6-((1-(methoxycarbonyl)-1,2,3,4-tetrahydronaphthalen-1-yl)methyl)-5-nitropyrimidin-4-yl)piperazine-1-carboxylate